8-((4-methoxybenzyl)oxy)-6-(4,4,5,5-tetramethyl-1,3,2-dioxaborolan-2-yl)quinoline COC1=CC=C(COC=2C=C(C=C3C=CC=NC23)B2OC(C(O2)(C)C)(C)C)C=C1